4-((4-(4-(hydroxymethyl)phenyl)-1H-1,2,3-triazol-1-yl)methyl)benzoic acid OCC1=CC=C(C=C1)C=1N=NN(C1)CC1=CC=C(C(=O)O)C=C1